(R)-(1-(4-bromophenyl)ethoxy)(tert-butyl)dimethylsilane BrC1=CC=C(C=C1)[C@@H](C)O[Si](C)(C)C(C)(C)C